5-(4-(3-(8-fluoro-1-oxo-1,2-dihydroisoquinolin-3-yl)pyrrolidin-1-yl)piperidin-1-yl)-N-(methyl-d3)picolinamide FC=1C=CC=C2C=C(NC(C12)=O)C1CN(CC1)C1CCN(CC1)C=1C=CC(=NC1)C(=O)NC([2H])([2H])[2H]